C(C)N(C1=CC(=CC=C1)C)CC N,N-Diethyl-3-methylanilin